4-bromo-5,6-difluoro-2-methyl-1-((2-(trimethylsilyl)ethoxy)methyl)-1H-indole-7-carboxamide BrC1=C2C=C(N(C2=C(C(=C1F)F)C(=O)N)COCC[Si](C)(C)C)C